1-(2-aminophenyl)ethane-1-one NC1=C(C=CC=C1)C(C)=O